C(=C)C(=C(C#N)C=C)C1=CC=CC=C1 divinylbenzene-acrylonitrile